ClC1=C(C=CC=C1)C=1C(N(C2=CC(=NC=C2C1)NC=1C=NC=C(C1)N1CCNCC1)C)=O 3-(2-chlorophenyl)-1-methyl-7-((5-(piperazin-1-yl)pyridin-3-yl)amino)-1,6-naphthyridin-2(1H)-one